FC1([C@@H](C1)CN(C(O)=O)C1=C(C(=NN1C)C1CC(C1)(F)F)C1CCC1)F.C(C)C1C(CN2C(CCC12)=O)O ethyl-2-hydroxy-5-oxotetrahydro-1H-pyrrolizine (S)-(2,2-difluorocyclopropyl)methyl-(4-cyclobutyl-3-(3,3-difluorocyclobutyl)-1-methyl-1H-pyrazol-5-yl)carbamate